6-(6-chloro-8-fluoro-7-(5-methyl-1H-indazol-4-yl)-2-((1-methylpiperidin-4-yl)oxy)quinazolin-4-yl)-2,6-diazaspiro[3.4]octane-2-carboxylic acid tert-butyl ester C(C)(C)(C)OC(=O)N1CC2(C1)CN(CC2)C2=NC(=NC1=C(C(=C(C=C21)Cl)C2=C1C=NNC1=CC=C2C)F)OC2CCN(CC2)C